1-(5-{[(5-Chlorothiophen-2-yl)methyl]amino}-3-(4-methansulfonylpiperazin-2-yl)-1H-pyrazol-1-yl)-2,2-dimethylpropan-1-on ClC1=CC=C(S1)CNC1=CC(=NN1C(C(C)(C)C)=O)C1NCCN(C1)S(=O)(=O)C